ClC1=NC(=CC(=C1)C1=C(C=C(C#N)C=C1)C(CC)O)C1CC1 4-(2-chloro-6-cyclopropylpyridin-4-yl)-3-(1-hydroxypropyl)benzonitrile